(3-((4-cyano-2-fluorophenoxy)methyl)phenoxy)piperidine-1-carboxylic acid tert-butyl ester C(C)(C)(C)OC(=O)N1C(CCCC1)OC1=CC(=CC=C1)COC1=C(C=C(C=C1)C#N)F